COC=1C=C(C=CC1)C1=NC(=NC(=N1)NC)NC1=CC(=CC=C1)[N+](=O)[O-] 6-(3-methoxyphenyl)-N2-methyl-N4-(3-nitrophenyl)-1,3,5-triazine-2,4-diamine